Guaiacylacetone CC(=O)CC1=CC(=C(C=C1)O)OC